2-(tert-butyl) 7-ethyl 6-((4-nitrophenyl) sulfonyl)-2,6-diazaspiro[3.4]octane-2,7-dicarboxylate [N+](=O)([O-])C1=CC=C(C=C1)S(=O)(=O)N1CC2(CN(C2)C(=O)OC(C)(C)C)CC1C(=O)OCC